3-(8-methyl-3-(trifluoromethyl)-[1,2,4]triazolo[4,3-a]pyridin-7-yl)propanamide CC=1C=2N(C=CC1CCC(=O)N)C(=NN2)C(F)(F)F